[OH-].C(C)[N+]1(CCCCC1)CCC 1-ethyl-1-n-propylpiperidinium Hydroxide